2,4-diethyl-xanthenone C(C)C1=CC=2C(C3=CC=CC=C3OC2C(=C1)CC)=O